[1-(4-fluorophenyl)ethyl]-N,6-dimethyl-4-[(1-methylcyclopropyl)amino]furo[2,3-d]pyrimidine-5-carboxamide FC1=CC=C(C=C1)C(C)C=1N=C(C2=C(N1)OC(=C2C(=O)NC)C)NC2(CC2)C